Tert-butyl 4-((6-nitropyridin-3-yl)oxy)piperidine-1-carboxylate [N+](=O)([O-])C1=CC=C(C=N1)OC1CCN(CC1)C(=O)OC(C)(C)C